C(CCC)N(C1=NN(NC(=C1)N(C1CC(N(C(C1)(C)C)C)(C)C)CCCC)NCCCN(CCN(CCCNN1NC(=CC(=N1)N(C1CC(N(C(C1)(C)C)C)(C)C)CCCC)N(C1CC(N(C(C1)(C)C)C)(C)C)CCCC)N1NC(=CC(=N1)N(C1CC(N(C(C1)(C)C)C)(C)C)CCCC)N(C1CC(N(C(C1)(C)C)C)(C)C)CCCC)N1NC(=CC(=N1)N(C1CC(N(C(C1)(C)C)C)(C)C)CCCC)N(C1CC(N(C(C1)(C)C)C)(C)C)CCCC)C1CC(N(C(C1)(C)C)C)(C)C N,N',N'',N'''-tetrakis(4,6-bis(butyl-(N-methyl-2,2,6,6-tetramethylpiperidin-4-yl)amino)-triazin-2-yl)-4,7-diazadecan-1,10-diamine